3-Fluoro-N-methyl-5-((4-oxo-7-(5-(trifluoromethyl)-1H-pyrazol-4-yl)quinazolin-3(4H)-yl)methyl)benzamide FC=1C=C(C(=O)NC)C=C(C1)CN1C=NC2=CC(=CC=C2C1=O)C=1C=NNC1C(F)(F)F